1-Benzyl 4-bromo-2,3-dihydroindole-1-carboxylate BrC1=C2CCN(C2=CC=C1)C(=O)OCC1=CC=CC=C1